(m-pyridinyl)-biphenyl N1=CC(=CC=C1)C1=C(C=CC=C1)C1=CC=CC=C1